C(C)(C)(C)OC(/C=C/C1=CC(=C(C(=O)OCC[Si](C)(C)C)C(=C1)Cl)Cl)=O 2-(trimethylsilyl)ethyl (E)-4-(3-(tert-butoxy)-3-oxoprop-1-en-1-yl)-2,6-dichlorobenzoate